O1C(OCC1)CCCCS(=O)(=O)\C=C/[C@@H](C)NC(=O)C1(CCN(CC1)S(=O)(=O)C1=C(C=C(C=C1)Br)C1=C(C=CC=C1)Cl)F (R,Z)-N-(4-((4-(1,3-Dioxolan-2-yl)butyl)sulfonyl)but-3-en-2-yl)-1-((5-bromo-2'-chloro-[1,1'-biphenyl]-2-yl)sulfonyl)-4-fluoropiperidine-4-carboxamide